C(CN1C(C(NC(C1)(C)C)(C)C)=O)N1C(C(NC(C1)(C)C)(C)C)=O 1,1'-(1,2-ethanediyl)bis(3,3,5,5-tetramethylpiperazin-2-one)